N=1NC(C=CC1)=O (2H)-pyridazinone